propylene-d6 C(=C(C([2H])([2H])[2H])[2H])([2H])[2H]